N1=C(C=CC=C1)CC(=O)NC=1SC(=NN1)C1CCN(CC1)C=1N=NC(=CC1)NC(CC1=CC(=CC=C1)OC(F)(F)F)=O 2-(pyridin-2-yl)-N-(5-(1-(6-(2-(3-(trifluoromethoxy)phenyl)acetamido)pyridazin-3-yl)piperidin-4-yl)-1,3,4-thiadiazol-2-yl)acetamide